methyl-bromo-7-(1-cyclopropylethoxy)-2-(1-methyl-2-oxabicyclo[2.1.1]hex-4-yl)imidazo[1,2-a]pyridine CC1=CC(=CC=2N1C(=C(N2)C21COC(C2)(C1)C)Br)OC(C)C1CC1